dimethoxyadamantyl-amide COC1(C2(CC3CC(CC1C3)C2)[NH-])OC